1,4-dihydropyridazine-3-carboxamide N1N=C(CC=C1)C(=O)N